ClC1=CC=C(C=C1)[C@@]1(N(C(C2=CC(=CC=C12)C(C)(C)O)=O)[C@@H](C)C1=CC=C(C=C1)Cl)OCC1(CC1)CO (3R)-3-(4-Chlorophenyl)-2-[(1S)-1-(4-chlorophenyl)ethyl]-3-{[1-(hydroxymethyl)cyclopropyl]methoxy}-6-(2-hydroxypropan-2-yl)-2,3-dihydro-1H-isoindol-1-on